N-(1-benzhydryl-3-(pyridin-3-yl)piperidin-3-yl)-2-methylpropan-2-sulfinamide C(C1=CC=CC=C1)(C1=CC=CC=C1)N1CC(CCC1)(C=1C=NC=CC1)NS(=O)C(C)(C)C